2-amino-N-[(1R)-1-cyclopropyl-2-hydroxyethyl]-5-{2-[(1S)-1-cyclopropylethyl]-1-oxo-7-(trifluoromethoxy)-2,3-dihydro-1H-isoindol-5-yl}pyrazolo[1,5-a]pyrimidine-3-carboxamide NC1=NN2C(N=C(C=C2)C=2C=C3CN(C(C3=C(C2)OC(F)(F)F)=O)[C@@H](C)C2CC2)=C1C(=O)N[C@@H](CO)C1CC1